4-(1H-benzo[d][1,2,3]triazol-1-yl)-3-((4-methoxyphenyl)sulfonyl)-N-((4R,5S,6R)-2,4,5-trihydroxy-6-(hydroxymethyl)tetrahydro-2H-pyran-3-yl)quinoline-6-carboxamide N1(N=NC2=C1C=CC=C2)C2=C(C=NC1=CC=C(C=C21)C(=O)NC2C(O[C@@H]([C@H]([C@@H]2O)O)CO)O)S(=O)(=O)C2=CC=C(C=C2)OC